C(OC=1C(=NC=CC1OC)C(N[C@H](C(=O)NN=C(C1=CC=C(C=C1)OCC)C1=CC=C(C=C1)OCC)C)=O)(OCC)=O (S)-2-((1-(2-(bis(4-ethoxyphenyl)methylene)hydrazineyl)-1-oxopropan-2-yl)carbamoyl)-4-methoxypyridin-3-yl ethyl carbonate